tert-Butyl 4-(3-(bromomethyl)-5-methoxy-4-(methoxycarbonyl)phenyl)piperazine-1-carboxylate BrCC=1C=C(C=C(C1C(=O)OC)OC)N1CCN(CC1)C(=O)OC(C)(C)C